2-[(4-cyano-2-formyl-2,3-dihydro-1H-inden-5-yl)oxymethyl]pyrrolidine-1-carboxylic acid tert-butyl ester C(C)(C)(C)OC(=O)N1C(CCC1)COC=1C(=C2CC(CC2=CC1)C=O)C#N